OC(=O)CCCCCCCCC.OC(=O)CCCCCCCCC.C(CCCCCCC)(=O)O.C(CCCCCCC)(=O)O.C(C(C)O)O propylene glycol dicaprylate dicaprate